C(C)(C)(C)OC(NCC1=C(C=C(C=C1)C1=C2C(=NC=C1)SC(=C2)C2=CC=C(C=C2)C=O)C)=O.C21C(C3CC(CC(C2)C3)C1)CC(=O)NC1=CC3=C(NC(=N3)CC3=CC(=CC=C3)O)C=C1 2-(2-Adamantyl)-N-[2-[(3-hydroxyphenyl)methyl]-1H-benzimidazol-5-yl]acetamide tert-butyl-N-[[4-[2-(4-formylphenyl)thieno[2,3-b]pyridin-4-yl]-2-methyl-phenyl]methyl]carbamate